nickel-iron borate B([O-])([O-])[O-].[Fe+2].[Ni+2]